2-chloro-N-(4-((4-((1-cyclobutylpiperidin-4-yl)amino)-6,7-dimethoxyquinazolin-2-yl)amino)butyl)acetamide ClCC(=O)NCCCCNC1=NC2=CC(=C(C=C2C(=N1)NC1CCN(CC1)C1CCC1)OC)OC